ClC1=C(C=CC(=C1)O[C@@H]1CNCC1)C=1N(C2=NC=NC(=C2N1)OC1(CC1)C)CC1=NC=CC(=C1)C (S)-8-(2-chloro-4-(pyrrolidin-3-yloxy)phenyl)-6-(1-methylcyclopropoxy)-9-((4-methylpyridin-2-yl)methyl)-9H-purine